tert-Butyl-1-(4-chloro-8-fluoroisochroman-1-yl)-N-methylmethanamine C(C)(C)(C)C(NC)C1OCC(C2=CC=CC(=C12)F)Cl